[Na+].[Na+].O=C1N=C(NC(=N1)NC1=CC=CC=C1)NC=1C=C(C(=CC1)C=CC=1C(=CC(=CC1)NC=1NC(=NC(N1)=O)NC1=CC=CC=C1)S(=O)(=O)[O-])S(=O)(=O)[O-].[Na+] sodium 4,4'-bis[(1,4-dihydro-4-oxo-6-phenylamino-1,3,5-triazin-2-yl)amino]stilbene-2,2'-disulfonic acid disodium salt